C1(CC1)S(=O)(=O)NC=1SC=C(N1)C(C(=O)NC1=C(C=C(C=C1)C=1C=NC=C(C1)OC)C)(C)C 2-(2-(cyclopropanesulfonamido)thiazol-4-yl)-N-(4-(5-methoxypyridin-3-yl)-2-methylphenyl)-2-methylpropanamide